C1(C=CC=C1)[Ti](C1=C(C(=CC=C1F)CNS(=O)(=O)C)F)(C1=C(C(=CC=C1F)CNS(=O)(=O)C)F)C1C=CC=C1 di(cyclopentadienyl)-bis[2,6-difluoro-3-((methylsulfonylamino)methyl)phenyl]titanium